C1(CCC1)N1N=CC(=C1)NC1=NC=2C=C(C(=C(C2C=N1)N)F)C1=C(C2=C(OCCN2)N=C1)C N~2~-(1-cyclobutyl-1H-pyrazol-4-yl)-6-fluoro-7-(8-methyl-2,3-dihydro-1H-pyrido[2,3-b][1,4]oxazin-7-yl)quinazoline-2,5-diamine